5-[trans-3,4-difluoropyrrolidin-1-yl]hexanoic acid F[C@@H]1CN(C[C@H]1F)C(CCCC(=O)O)C